2-([1,1'-biphenyl]-4-yl)-5-(benzyloxy)-1-(4-chlorobenzyl)-1H-benzo[d]imidazole C1(=CC=C(C=C1)C1=NC2=C(N1CC1=CC=C(C=C1)Cl)C=CC(=C2)OCC2=CC=CC=C2)C2=CC=CC=C2